O.N[C@@H](CC(O)=O)C(=O)N[C@H](C)C(=O)NC1C(SC1(C)C)(C)C L-α-aspartyl-N-(2,2,4,4-tetramethyl-3-thietanyl)-D-alaninamide hydrate